N1C=CC2=CC(=CC=C12)C#CC1=C2C=CC=CC2=C(C2=CC=CC=C12)C#CC(C)(O)C 4-(10-((1H-indol-5-yl)ethynyl)anthracene-9-yl)-2-methylbutan-3-yn-2-ol